N2-[3-chloro-2-(1-piperidyl)phenyl]-N5,N5-dimethylthiophene-2,5-disulfonamide ClC=1C(=C(C=CC1)NS(=O)(=O)C=1SC(=CC1)S(=O)(=O)N(C)C)N1CCCCC1